C1(=CC=CC=C1)C=1C(NC2=CC=C(C=C2C1)C1CCN(CC1)C1CCN(CC1)C(C)C)=O 3-phenyl-6-[1'-(propan-2-yl)-[1,4'-bipiperidin]-4-yl]-1,2-dihydroquinolin-2-one